[NH4+].C(C1=CC=CC=C1)(=O)[O-] benzoic acid ammonium salt